N-Methyl-N-(piperidin-4-yl)-5-[4-(1H-pyrazol-4-yl)-1H-pyrrolo[2,3-c]pyridin-7-yl][1,3]thiazolo[5,4-d][1,3]thiazol-2-amin Trifluoroacetat FC(C(=O)O)(F)F.CN(C=1SC=2N=C(SC2N1)C=1N=CC(=C2C1NC=C2)C=2C=NNC2)C2CCNCC2